5-aminoimidazo[1,5-c]quinazoline-9-carboxylic acid NC1=NC=2C=CC(=CC2C=2N1C=NC2)C(=O)O